4-[4-(4-tert-butoxycarbonylpiperazin-1-yl)-2-oxo-3H-benzimidazol-1-yl]cyclohexanecarboxylic acid C(C)(C)(C)OC(=O)N1CCN(CC1)C1=CC=CC=2N(C(NC21)=O)C2CCC(CC2)C(=O)O